N1N=C(C=C1C(=O)O)C(=O)O 1H-pyrazole-3,5-dicarboxylic acid